ClCC(C)C 1-Chloro-2-methylpropan